(S)-4-fluoroquinuclidin-3-yl (S)-1-(4-fluorophenyl)-3,4-dihydroisoquinoline-2(1H)-carboxylate FC1=CC=C(C=C1)[C@@H]1N(CCC2=CC=CC=C12)C(=O)O[C@H]1CN2CCC1(CC2)F